O1[C@@H](CC1)CN1C=NC2=C1C=CC(=C2)C2=NN=C(N2)C(F)(F)F 1-{[(2S)-oxetan-2-yl]methyl}-5-[5-(trifluoromethyl)-4H-1,2,4-triazol-3-yl]-1H-1,3-benzodiazole